NC1=NC(=C(C=2N1C(N(N2)CC=2N=COC2C)=O)Br)C2=CC=CC=C2 5-amino-8-bromo-2-((5-methyl-oxazol-4-yl)methyl)-7-phenyl-[1,2,4]triazolo[4,3-c]pyrimidin-3(2H)-one